4-Methylcyclohexan-1-amin CC1CCC(CC1)N